carbamoyltriazole C(N)(=O)C=1N=NNC1